4-[2-(1-ethoxyvinyl)-4-(trifluoromethyl)thiazol-5-yl]-5-fluoro-N-(1-methylsulfonyl-4-piperidyl)pyrimidin-2-amine C(C)OC(=C)C=1SC(=C(N1)C(F)(F)F)C1=NC(=NC=C1F)NC1CCN(CC1)S(=O)(=O)C